COC1=C(C=C2C(CCO2)=C1C(=O)O)C 5-methoxy-6-methyl-2,3-dihydro-1-benzofuran-4-carboxylic acid